C(#N)C[C@H]1C[C@H](C1)S(=O)(=O)N[C@@H]1C[C@@H](C1)N(C=1C2=C(N=CN1)NC=C2)C cis-3-(cyanomethyl)-N-{cis-3-[methyl(7H-pyrrolo[2,3-d]pyrimidin-4-yl)amino]-cyclobutyl}cyclobutane-sulfonamide